N-(4-chloro-2-pyridyl)-2-methyl-propionamide ClC1=CC(=NC=C1)NC(C(C)C)=O